2-(4-methylbenzoyl)-6-[2-(N-methylpiperazinyl)acetylamino]-4(3H)-quinazolinone CC1=CC=C(C(=O)C2=NC3=CC=C(C=C3C(N2)=O)NC(CC2N(CCNC2)C)=O)C=C1